ClC1=CC=C2C(=CNC2=C1C1=NN(N=C1)C)S(=O)(=O)NC1=NC(=C(C(=N1)OC)CC(F)F)OC 6-chloro-N-[5-(2,2-difluoroethyl)-4,6-dimethoxy-pyrimidin-2-yl]-7-(2-methyltriazol-4-yl)-1H-indole-3-sulfonamide